N-benzyl-7-isobutyl-1-(4-methylbenzyl)-5-oxooctahydro-3aH-3,6-methanopyrrolo[3,2-b]pyridine-3a-carboxamide C(C1=CC=CC=C1)NC(=O)C12NC(C3C(C1N(CC2C3)CC3=CC=C(C=C3)C)CC(C)C)=O